ClC=1C=C(C=CC1F)[C@H]1CN2[C@@](CO1)(CN(CC2)C(=O)C2=C(C(=CC=C2)OC)Cl)C [(3S,9aR)-3-(3-chloro-4-fluoro-phenyl)-9a-methyl-1,3,4,6,7,9-hexahydropyrazino[2,1-c][1,4]oxazin-8-yl]-(2-chloro-3-methoxy-phenyl)methanone